N1=C2C(=CC=C1)C(CC2)=N[S@@](=O)C(C)(C)C (S)-N-(6,7-dihydro-5H-cyclopenta[b]pyridin-5-ylidene)-2-methylpropane-2-sulfinamide